(R)-3-hydroxytetrahydrofuran p-toluenesulfonate CC1=CC=C(C=C1)S(=O)(=O)O.O[C@H]1COCC1